FC1=CC=2[C@H]3NC[C@@H](OC2N=C1)C3 (2S,5S)-7-fluoro-2,3,4,5-tetrahydro-2,5-methanopyrido[3,2-f][1,4]oxazepine